4-methylcyclohexan-1-one CC1CCC(CC1)=O